C(CCCCCCCCCCCCCCCCC)(=O)O.O=C[C@H](O)[C@@H](O)[C@H](O)[C@H](O)CO.C(CCCCCCCCCCCCCCCCC)(=O)O.C(CCCCCCCCCCCCCCCCC)(=O)O.O=C[C@H](O)[C@@H](O)[C@H](O)[C@H](O)CO Glucose Sesquistearate